BrC=1C(=CC2=C(N(C(=N2)N2C[C@@H](C[C@H](C2)F)NC(OC(C)(C)C)=O)C)C1)[N+](=O)[O-] tert-Butyl ((3R,5R)-1-(6-bromo-1-methyl-5-nitro-1H-benzo[d]imidazol-2-yl)-5-fluoropiperidin-3-yl)carbamate